[Si].[Pt].[Ti] titanium platinum silicon